(1-Cyclohexene-1,2-dicarboximido)methyl-2,2-dimethyl-3-(2-methylpropenyl)-cyclopropanecarboxylate C12=C(CCCC1)C(N(C2=O)COC(=O)C2C(C2C=C(C)C)(C)C)=O